2-[[3-methyl-5-(6-methyl-3-pyridinyl)triazol-4-yl]methyl]-5-[(2R)-2-methylpyrrolidin-1-yl]pyridazin-3-one CN1N=NC(=C1CN1N=CC(=CC1=O)N1[C@@H](CCC1)C)C=1C=NC(=CC1)C